racemic-1,2-cyclohexanediamine C1(C(CCCC1)N)N